NS(=O)(=O)[O-].[Na+] sodium amidosulfonic acid salt